2-(4-bromophenoxy)-2-methylpropanoic acid BrC1=CC=C(OC(C(=O)O)(C)C)C=C1